FC1=CC=C(C=C1)N1C(=C(C2=C(C=CC=C12)O)C1=CC=C(C(=O)O)C=C1)C(=O)N1CCCC1 4-[1-(4-fluorophenyl)-4-hydroxy-2-(pyrrolidine-1-carbonyl)indol-3-yl]Benzoic acid